N(=[N+]=[N-])C(C)(C)C1=CNC(C2=CC=3C=CN=C(C3C=C21)OC[C@H]2NC(CC2)=O)=O (S)-4-(2-Azidopropan-2-yl)-6-((5-oxopyrrolidin-2-yl)methoxy)pyrido[3,4-g]isoquinolin-1(2H)-one